FC(OC1=CC=C(C=C1)C#CC=O)F 3-(4-(Difluoro-methoxy)phenyl)propiolaldehyde